CC1=C(C=CC=C1C)B(O)O 2,3-dimethylphenylboronic acid